5-(3-fluoro-4-(4-methylpyrimidin-2-yloxy)phenyl)-7-methyl-6-(3-methyl-5-(prop-1-ynyl)pyrazin-2-yl)-7H-pyrrolo[2,3-d]pyrimidin-4-amine FC=1C=C(C=CC1OC1=NC=CC(=N1)C)C1=C(N(C=2N=CN=C(C21)N)C)C2=NC=C(N=C2C)C#CC